3-(1-oxo-5-(((1R,2S)-2-((pyridin-2-ylmethyl)amino)cyclohexyl)oxy)isoindolin-2-yl)piperidine-2,6-dione O=C1N(CC2=CC(=CC=C12)O[C@H]1[C@H](CCCC1)NCC1=NC=CC=C1)C1C(NC(CC1)=O)=O